ethyl 4-(3-bromo-5-fluoro-4-methoxyphenyl)-4-methylpiperidine-1-carboxylate BrC=1C=C(C=C(C1OC)F)C1(CCN(CC1)C(=O)OCC)C